(S)-N-methyl-N-isopropyl-9-(2-fluoroethyl)-5-methoxy-2,3,4,9-tetrahydro-1H-carbazole-4-carboxamide CN(C(=O)[C@H]1CCCC=2N(C3=CC=CC(=C3C12)OC)CCF)C(C)C